N-(fluorosilyl)-3-methylindoline F[SiH2]N1CC(C2=CC=CC=C12)C